(R)-tert-butyl (1-(4-chloropyridin-2-yl)but-3-en-1-yl)carbamate ClC1=CC(=NC=C1)[C@@H](CC=C)NC(OC(C)(C)C)=O